[Cl-].CC(COS(=O)(=O)CCN[NH3+])(C)C [2-(2,2-dimethylpropoxysulfonyl)ethylamino]ammonium chloride